C(C)OC(NC1=C(C=C(C=C1)NCC1=CC(=CC=C1)OC)OCC1=CC=CC=C1)=O [2-Benzyloxy-4-(3-methoxybenzylamino)-phenyl]-carbamic acid ethyl ester